NCCC#CC(=O)N1CC(CCC1)C1=CC(=C(C=C1)Cl)Cl 5-amino-1-[3-(3,4-dichlorophenyl)-1-piperidyl]pent-2-yn-1-one